C(#N)C=C1CC(NC=C1)=O 4-(cyanomethylene)-3,4-dihydropyridone